BrC1=CC=C(CN(C(=O)[C@@H]2CN(CCC2)C=2C=C(OC(C(=O)N3CCN(CC3)C(=O)OC(C)(C)C)(C)C)C=CC2)C2CC2)C=C1 tert-butyl (S)-4-(2-(3-(3-((4-bromobenzyl)(cyclopropyl)carbamoyl)piperidin-1-yl)phenoxy)-2-methylpropanoyl)piperazine-1-carboxylate